C1(CCCC1)[C@@H](C(=O)O)C1=CC=C(C=C1)C1(COC1)NC(=O)C=1N(C2=CC=C(C(=C2C1)Cl)Cl)C |r| (±)-2-Cyclopentyl-2-[4-[3-[(4,5-dichloro-1-methyl-indole-2-carbonyl)amino]oxetan-3-yl]phenyl]acetic acid